ClC1=CC(=C(O[C@H](C(=O)OC(C)(C)C)C)C=C1Cl)C1=NOCC1OCC tert-butyl (2S)-2-[4,5-dichloro-2-(4-ethoxy-4,5-dihydroisoxazol-3-yl)phenoxy]propanoate